N-[(1S)-1-(dicyclopropylmethyl)-2-[4-(3,5-dimethyl-1H-pyrazol-4-yl)anilino]-2-oxo-ethyl]-3-isopropyl-isoxazole-4-carboxamide C1(CC1)C([C@@H](C(=O)NC1=CC=C(C=C1)C=1C(=NNC1C)C)NC(=O)C=1C(=NOC1)C(C)C)C1CC1